COC(=O)[C@H]1NC[C@@H](C1)S(=O)(=O)C (2S,4R)-4-(methylsulfonyl)pyrrolidine-2-carboxylic acid methyl ester